methyl 5-(1-bromo-3-cyclopropyl)-2-fluorophenylcarbamate BrC1CC1C=1C=CC(=C(C1)NC(OC)=O)F